2-[2-[[5-(3-aminopropyl)-1,3-benzothiazol-2-yl]methylcarbamoyl]indan-2-yl]acetic acid NCCCC=1C=CC2=C(N=C(S2)CNC(=O)C2(CC3=CC=CC=C3C2)CC(=O)O)C1